N1CC(C1)N1CCC(CC1)OC=1C=C(C=CC1)S(=O)(=O)N1CCC(CC1)NC(OC(C)(C)C)=O tert-butyl (1-((3-((1-(azetidin-3-yl)piperidin-4-yl)oxy)phenyl)sulfonyl)piperidin-4-yl)-carbamate